COC=1C=C(C=CC1)C=CC=C(C=O)C 5-(3-methoxyphenyl)-2-methylpent-2,4-dienal